3-(methylsulfonyl)-8-oxopyrido[2,3-b]pyrazin CS(=O)(=O)C1=CN=C2C(=N1)N=CCC2=O